OC1=C(C(=O)[O-])C(=C(N=C1CCC)CC1=CC(=CC=C1)OC1=CC=CC=C1)C 3-hydroxy-5-methyl-6-(3-phenyloxybenzyl)-2-propylisonicotinate